2-Fluorophenyl-sulfuryl fluoride FC1=C(C=CC=C1)S(=O)(=O)F